(2S,4R)-N-(1-cyanocyclopropyl)-4-(4-(2-methoxypyrimidin-5-yl)phenylsulfonyl)-1-(1-(trifluoromethyl)cyclopropanecarbonyl)pyrrolidine-2-carboxamide C(#N)C1(CC1)NC(=O)[C@H]1N(C[C@@H](C1)S(=O)(=O)C1=CC=C(C=C1)C=1C=NC(=NC1)OC)C(=O)C1(CC1)C(F)(F)F